4-(azetidin-3-yl)-1H-benzo[d]Imidazole N1CC(C1)C1=CC=CC=2NC=NC21